2,4-dichloro-6H,7H-thieno[3,2-D]pyrimidine ClC=1N=C(C2=C(N1)CCS2)Cl